C(C1=CC=CC=C1)(=O)OCOP(=O)(SCC(CNC)CNC)OCOC(C1=CC=CC=C1)=O ({[(benzoyloxy)methoxy]({[3-(methylamino)-2-[(methylamino)methyl]propyl]sulfanyl}) phosphoryl}oxy)methyl benzoate